1-((3S,5R)-4-(2-(4-(1-(3-methoxy-[1,2,4]triazolo[4,3-b]pyridazin-6-yl)piperidin-4-yl)phenoxy)ethyl)-3,5-dimethylpiperazin-1-yl)ethanone COC1=NN=C2N1N=C(C=C2)N2CCC(CC2)C2=CC=C(OCCN1[C@H](CN(C[C@H]1C)C(C)=O)C)C=C2